C(#C)C=1SC=C(N1)NC(=O)NCC1=CC=C(C=C1)C1=CC(=CC=C1)C1(CCC1)O 1-(2-Ethynylthiazol-4-yl)-3-((3'-(1-hydroxycyclobutyl)-[1,1'-biphenyl]-4-yl)-methyl)urea